F[C@@H]1CNCC[C@H]1N1N=C(C=2C1=NC=NC2N)C2=CC=C(C=C2)OC2=CC=CC=C2 1-((3R,4R)-3-fluoropiperidin-4-yl)-3-(4-phenoxyphenyl)-1H-pyrazolo[3,4-d]pyrimidin-4-amine